ClC1=CC=CC(=N1)C(=O)NC1=C(C=CC(=C1)[N+](=O)[O-])O 6-chloro-N-(2-hydroxy-5-nitrophenyl)pyridinecarboxamide